Cl.FC(C1=CC=C(C=C1)N)(F)F para-trifluoromethylphenylamine hydrochloride